BrC(=C(Cl)C1=CC=C(C=C1)Cl)Br 1-(2,2-dibromo-1-chloroethenyl)-4-chlorobenzene